C1=CC=CC=2C3=CC=CC=C3N(C12)C1=CC=C(C=C1)C1=CC=C(C=C1)N1C2=CC=CC=C2C=2C=CC=CC12 4,4'-di(9-Carbazolyl)Biphenyl